CC(C)OC1=CC=C(C=C1)C1=CN=C(S1)C1=CC=C(C=C1)CN1CC(C1)C(=O)O 1-[(4-{5-[4-(propan-2-yloxy)phenyl]-1,3-thiazol-2-yl}phenyl)methyl]azetidine-3-carboxylic acid